1-(6-(4-((1-(4-amino-5-methoxy-2-(1-methyl-1H-pyrazol-4-yl)phenyl)piperidin-4-yl)methyl)piperazin-1-yl)-5-fluoro-1-methyl-1H-indazol-3-yl)dihydropyrimidine-2,4(1H,3H)-dione NC1=CC(=C(C=C1OC)N1CCC(CC1)CN1CCN(CC1)C1=C(C=C2C(=NN(C2=C1)C)N1C(NC(CC1)=O)=O)F)C=1C=NN(C1)C